6-(3-{[3-(cyclohexyloxy)propyl]carbamoyl}piperidin-1-yl)-N-methyl-1H-indazole-3-carboxamide C1(CCCCC1)OCCCNC(=O)C1CN(CCC1)C1=CC=C2C(=NNC2=C1)C(=O)NC